tert-butyl rac-(1S,2S,5R)-2-(hydroxymethyl)-3,8-diazabicyclo[3.2.1]octane-8-carboxylate OC[C@@H]1[C@@H]2CC[C@H](CN1)N2C(=O)OC(C)(C)C |r|